C(C)(=O)O[C@H]1C[C@@H]2C(N([C@H]1[C@@H]2Br)CC2=CC=C(C=C2)OC)=O (1R,4R,6S,7R)-(+)-7-bromo-2-(4-methoxybenzyl)-3-oxo-2-azabicyclo[2.2.1]hept-6-yl acetate